(2-(4,4-dimethylcyclohex-1-en-1-yl)ethyl)-1,3-dioxolane CC1(CC=C(CC1)CCC1OCCO1)C